C(CCCCCCCCCCCCCC)(C(=O)O)C(=O)O pentadecanedi-carboxylic acid